N1N=CC(=C1)CNC(C1=CC=C(C=C1)C=1C=C2C=CN(C2=CC1)C(CC)=O)=O N-((1H-pyrazol-4-yl)methyl)-4-(1-propionylindol-5-yl)benzamide